C(C(C)C)[C@@H]1N2[C@@H](CC3=C1NC=1C=C(C=CC31)OC)C(N[C@H](C2=O)CCC(=O)N(C)C)=O 3-((3S,6S,12aS)-6-isobutyl-9-methoxy-1,4-dioxo-1,2,3,4,6,7,12,12a-octahydropyrazino[1',2':1,6]pyrido[3,4-b]indol-3-yl)-N,N-dimethylpropanamide